C(C(C)C)C1CC2C(C(N1CC2)C(=O)[O-])=O 6-isobutyl-3-oxoquinuclidine-2-carboxylate